5-chloro-3-methoxyisothiazol-4-amine ClC1=C(C(=NS1)OC)N